C1(CCC1)CN1CC=2NC(=NC2C1)C1=NNC2=CC(=CC=C12)C1=CC(=C(C=C1CC)O)F 4-(3-(5-(cyclobutylmethyl)-1,4,5,6-tetrahydropyrrolo[3,4-d]imidazol-2-yl)-1H-indazol-6-yl)-5-ethyl-2-fluorophenol